C(C)OC1=NC=CC=C1C(=O)N1CCC(CC1)CCCCNC(=O)C1=CC=2C(=CN=CC2)S1 N-(4-{1-[(2-ethoxypyridin-3-yl)carbonyl]piperidin-4-yl}butyl)thieno[2,3-c]pyridine-2-carboxamide